(2-[[(9H-fluoren-9-ylmethoxy)carbonyl]amino]-acetamido)acetic acid C1=CC=CC=2C3=CC=CC=C3C(C12)COC(=O)NCC(=O)NCC(=O)O